(3,3,5,5-tetramethylcyclohexyl)propanamide CC1(CC(CC(C1)(C)C)C(C(=O)N)C)C